bis(trifluoropropyl)tetramethyl-disilazane FC(CC[SiH](N([Si](C)(C)C)C)CCC(F)(F)F)(F)F